COC1=C(C=C(C=C1)OC)C1N(CCCCC1)C=O 2-(2,5-dimethoxyphenyl)azepane-1-carbaldehyde